FC(C(=O)O)(F)F.FC(C(=O)O)(F)F.FC(C(=O)O)(F)F.C(C(C)C)[C@H]1N(CCC(C1)C=1C=C(C2=C(NC(=N2)C2=C(C=CC=C2)OC(F)(F)F)C1)C)C1CCNCC1 6-(r-isobutyl-[1,4'-bipiperidin]-4-yl)-4-methyl-2-(2-(trifluoromethoxy)phenyl)-1H-benzo[d]imidazole tris(2,2,2-trifluoroacetate)